N-(4-cyclobutyl-3-(difluoro(4-fluorophenyl)methyl)-1-methyl-1H-pyrazol-5-yl)-3,3-dimethylcyclobutane-1-carboxamide C1(CCC1)C=1C(=NN(C1NC(=O)C1CC(C1)(C)C)C)C(C1=CC=C(C=C1)F)(F)F